CC(CN1CC2(C1)CCN(CC2)C2=CC=C(C=C2)C2=CC=C1C(=N2)N(C(=N1)C1=CC=C(C=C1)S(=O)(=O)C)C)(C)O 2-methyl-1-(7-(4-(3-methyl-2-(4-(methylsulfonyl)phenyl)-3H-imidazo[4,5-b]pyridin-5-yl)phenyl)-2,7-diazaspiro[3.5]non-2-yl)propan-2-ol